5-methyl-1,10-phenanthroline CC1=C2C=CC=NC2=C2N=CC=CC2=C1